benzothiophenyl-(benzothiolane) S1C(=CC2=C1C=CC=C2)C2SC1=C(C2)C=CC=C1